[C@H]12COC[C@H](CNC1)N2C2=NC(=NC1=C(C(=C(C=C21)Cl)C2=CC=C(C1=C2N=C(S1)N)F)F)OCC12CCCN2CC(C1)(F)F 4-(4-((1R,5S)-3-oxa-7,9-diazabicyclo[3.3.1]nonan-9-yl)-6-chloro-2-((2,2-difluorotetrahydro-1H-pyrrolizin-7a(5H)-yl)methoxy)-8-fluoroquinazolin-7-yl)-7-fluorobenzo[d]thiazol-2-amine